(2-methoxyethyl)pyrrolidine-2-carboxamide COCCN1C(CCC1)C(=O)N